FC1=CC(=NC=C1C1CCN(CC1)C)N 4-fluoro-5-(1-methylpiperidin-4-yl)pyridin-2-amine